3-(6-Chloropyridin-3-yl)pyrrolidin-2-one ClC1=CC=C(C=N1)C1C(NCC1)=O